6-[4-[3-(6-Amino-3-pyridyl)isoxazolidine-2-carbonyl]-1-piperidyl]pyrimidine-4-carboxamide NC1=CC=C(C=N1)C1N(OCC1)C(=O)C1CCN(CC1)C1=CC(=NC=N1)C(=O)N